ClC1=CC=C(C=N1)C(=O)N1CCCC1 (6-chloropyridin-3-yl)(tetrahydro-1H-pyrrol-1-yl)methanone